[Cl-].[NH+]12CCCCCC2=NCCC1 1,8-diazabicyclo[5.4.0]-7-undecenium chloride